(5-(furan-3-yl)pyridin-3-yl)methanol O1C=C(C=C1)C=1C=C(C=NC1)CO